Racemic-(R,S)-4-(1-acrylamidopiperidin-3-yl)-2-oxoimidazo[4,5-c]pyridine-7-carboxamide C(C=C)(=O)NN1C[C@@H](CCC1)C1=NC=C(C=2C1=NC(N2)=O)C(=O)N |r|